NCCC1=CC=C(C=C1)CC(=O)NC1=C2C(N(C(C2=CC=C1)=O)C1C(NC(CC1)=O)=O)=O 2-(4-(2-aminoethyl)phenyl)-N-(2-(2,6-dioxopiperidin-3-yl)-1,3-dioxoisoindolin-4-yl)acetamide